N-(2-((R)-4-Cyanothiazolidin-3-yl)-2-oxoethyl)-6-((S)-3-methoxy-pyrrolidin-1-yl)quinoline-4-carboxamide C(#N)[C@H]1N(CSC1)C(CNC(=O)C1=CC=NC2=CC=C(C=C12)N1C[C@H](CC1)OC)=O